NC1=C(C(=NN1C1CN(C2(CC2)CC1)C#N)C1=CC=C(C=C1)OC1=CC=CC=C1)C(=O)N 5-amino-1-(4-cyano-4-azaspiro[2.5]oct-6-yl)-3-(4-phenoxyphenyl)-1H-pyrazole-4-carboxamide